C(C)OC(=C)C=1C=C(N)C=C(C1F)C(F)(F)F 3-(1-ethoxyvinyl)-4-fluoro-5-(trifluoromethyl)aniline